C(\C=C\C(=O)O)(=O)O.C(C)N(C(C1=C(C=CC(=C1)F)OC1=C(N=CN=N1)N1CC2(CN(C2)C(CCNCCOC)C(C)C)CC1)=O)C(C)C N-ethyl-5-fluoro-N-isopropyl-2-((5-(2-(1-((2-methoxyethyl)amino)-4-methylpentan-3-yl)-2,6-diazaspiro[3.4]octan-6-yl)-1,2,4-triazin-6-yl)oxy)benzamide fumarate